C(C)(=O)[O-].C(CCC)[Sn+](CCCC)=O Di-n-butyl-tin oxide acetate